oxa-3-cyclobutanecarboxaldehyde O1CC(C1)C=O